ClC1=CC=C2C(=CNC2=C1)S(=O)(=O)NC1=C(C=C(C(=C1)F)F)F 6-chloro-N-(2,4,5-trifluorophenyl)-1H-indole-3-sulfonamide